ethyl 3-(3-(ethoxycarbonyl)-1-pentylthioureido)-1H-pyrrole-2-carboxylate C(C)OC(=O)NC(N(CCCCC)C1=C(NC=C1)C(=O)OCC)=S